methyl 2-[difluoro(trimethylsilyl)methyl]-2-ethyl-propanedioate FC(C(C(=O)OC)(C(=O)[O-])CC)([Si](C)(C)C)F